4-ethyl-benzenesulfonamide iodobenzeneacetate IC1=C(C=CC=C1)CC(=O)O.C(C)C1=CC=C(C=C1)S(=O)(=O)N